CC=1CCC2C(CC2C(CCC1)=C)(C)C 4,11,11-trimethyl-8-methylene-bicyclo[7.2.0]undec-4-ene